CC(CC)C=1C=2N(N=CC1NC(=O)NC=1C=NC(=C(C1)C(F)(F)F)N1N=CC=N1)C=C(N2)Cl N-(8-(butan-2-yl)-2-chloroimidazo[1,2-b]pyridazin-7-yl)-N'-(6-(2H-1,2,3-triazol-2-yl)-5-(trifluoromethyl)pyridin-3-yl)urea